benzyl 4-[2-[tert-butoxycarbonyl(methyl)amino]ethoxymethyl]piperidine-1-carboxylate C(C)(C)(C)OC(=O)N(CCOCC1CCN(CC1)C(=O)OCC1=CC=CC=C1)C